Cl.NC1=CC=C(C=C1)NC(C=CC=1C=NC=CC1)=O N-(4-aminophenyl)-3-(pyridin-3-yl)acrylamide hydrochloride